1-((2R,4aS,4bR,6aS,7S,7aS,8aR,8bR,8cR,10aR)-2-hydroxy-2,6a-dimethyloctadecahydrocyclopenta[4,5]cyclopenta[1,2-a]phenanthren-7-yl)-2-(2H-tetrazol-2-yl)ethan-1-one O[C@@]1(CC[C@@H]2[C@H]3CC[C@]4(C(C3CCC2C1)[C@H]1[C@@H]([C@@H]4C(CN4N=CN=N4)=O)CCC1)C)C